(S)-9-chloro-1-ethynyl-4-((1-methyl-1H-pyrazol-4-yl)methyl-d2)-N-(1-methylcyclopropyl)-5-oxo-1,2,4,5-tetrahydroimidazo[1,2-a]quinazoline-7-sulfonamide ClC=1C=C(C=C2C(N(C=3N(C12)[C@H](CN3)C#C)C([2H])([2H])C=3C=NN(C3)C)=O)S(=O)(=O)NC3(CC3)C